C(C)(C)(C)OC(=O)N1N=CC(=C1)C=1C=C2C(=NN(C2=CC1)C(C1=CC=CC=C1)(C1=CC=CC=C1)C1=CC=CC=C1)NC(=O)C1CCN(CC1)C 4-(3-{[(1-Methylpiperidin-4-yl)carbonyl]amino}-1-trityl-1H-indazol-5-yl)-1H-pyrazole-1-carboxylic acid tert-butyl ester